4-[4,5-dimethyl-2-(pyridin-2-yl)-1H-imidazol-1-yl]butanoic acid CC=1N=C(N(C1C)CCCC(=O)O)C1=NC=CC=C1